tributyl-ammonium uridine-5'-monophosphate P(=O)([O-])([O-])OC[C@@H]1[C@H]([C@H]([C@@H](O1)N1C(=O)NC(=O)C=C1)O)O.C(CCC)[NH+](CCCC)CCCC.C(CCC)[NH+](CCCC)CCCC